2-((2-(1,1-difluoroethyl)-4,6-dimethylpyrimidin-5-yl)sulfonyl)-2,6-diazaspiro[3.3]heptane FC(C)(F)C1=NC(=C(C(=N1)C)S(=O)(=O)N1CC2(C1)CNC2)C